1-bromo-4-iodo-2,3-dimethylbenzene BrC1=C(C(=C(C=C1)I)C)C